O=C1NC(CCCC1N1C(N(C2=C1C=CC=C2CCC(=O)OC(C)(C)C)C)=O)=O tert-Butyl 3-[1-(2,7-dioxoazepan-3-yl)-3-methyl-2-oxobenzimidazol-4-yl]propanoate